1,2,3-trimethylimidazolium hydroxide [OH-].CN1C(=[N+](C=C1)C)C